tert-butyl 4-(5-(2-(2,6-dimethylpyridin-4-yl)-3-ethyl-1H-indol-6-yl)pyridin-2-yl)piperazine-1-carboxylate CC1=NC(=CC(=C1)C=1NC2=CC(=CC=C2C1CC)C=1C=CC(=NC1)N1CCN(CC1)C(=O)OC(C)(C)C)C